5-Fluoro-7-((cis-4-morpholinocyclohexyl)amino)-2-(((tetrahydro-2H-pyran-4-yl)thio)methyl)quinazolin-4(3H)-one FC1=C2C(NC(=NC2=CC(=C1)N[C@@H]1CC[C@@H](CC1)N1CCOCC1)CSC1CCOCC1)=O